N-((6-(4-chlorophenyl)-4-(1-(difluoromethyl)-1H-pyrazol-3-yl)pyridin-3-yl)methyl)acrylamide ClC1=CC=C(C=C1)C1=CC(=C(C=N1)CNC(C=C)=O)C1=NN(C=C1)C(F)F